3,3',5'-biphenyl-tricarboxylic acid C1(=CC(=CC=C1)C(=O)O)C1=CC(=CC(=C1)C(=O)O)C(=O)O